NC(COC1=NC(=NC(=C1)C1=C(C=CC=C1C)C)NS(=O)(=O)C=1C=C(C(=O)O)C=CC1)C(C(C)C)C(C)C 3-[[4-(2-Amino-3-isopropyl-4-methyl-pentoxy)-6-(2,6-dimethylphenyl)pyrimidin-2-yl]sulfamoyl]benzoic acid